1,4-dimethylquinolin CN1CC=C(C2=CC=CC=C12)C